N2-(3,3-difluorocyclopentyl)-6-(3-(trifluoromethyl)-1H-pyrazol-1-yl)-N4-(2-(trifluoromethyl)pyridin-4-yl)-1,3,5-triazine-2,4-diamine FC1(CC(CC1)NC1=NC(=NC(=N1)NC1=CC(=NC=C1)C(F)(F)F)N1N=C(C=C1)C(F)(F)F)F